ClC1=CC=C(C=NN=C2NC(C(N2)CC(=O)O)=O)C=C1 2-(((4-chlorobenzylidene)hydrazineylidene)-5-oxoimidazolidine-4-yl)acetic acid